OC(=O)C(F)(F)F.CC1(CNC1)O 3-methylazetidin-3-ol TFA salt